tert-butyl 3-(3-bromo-5-chlorophenyl)thiomorpholine-4-carboxylate BrC=1C=C(C=C(C1)Cl)C1N(CCSC1)C(=O)OC(C)(C)C